4-(butylamino)-2-((4-methoxybenzyl)amino)-7-phenylpyrido[4,3-d]pyrimidin-5(6H)-one C(CCC)NC=1C2=C(N=C(N1)NCC1=CC=C(C=C1)OC)C=C(NC2=O)C2=CC=CC=C2